C(C)(=O)C12CCC(CC1)(CC2)CNC(C2=C(C(=C(C(=C2)F)OCC2=CC=C(C=C2)OC)F)F)=O N-[(4-acetylbicyclo[2.2.2]octan-1-yl)methyl]-2,3,5-trifluoro-4-[(4-methoxyphenyl)methoxy]benzamide